ClC1=NC=C(C(=C1)C1=C(C=NC(=C1)C)C(=O)NC=1SC2=C(N1)CN(C2)C(=O)C2CC(CC2)OC(F)(F)F)OC (Racemic)-2'-chloro-5'-methoxy-6-methyl-N-(5-(3-(trifluoromethoxy)cyclopentane-1-carbonyl)-5,6-dihydro-4H-pyrrolo[3,4-d]thiazol-2-yl)-[4,4'-bipyridine]-3-carboxamide